N-[(6-Amino-2-pyridyl)sulfonyl]-6-tert-butoxy-2-(2,4,6-trimethylphenoxy)pyridin-3-carboxamid NC1=CC=CC(=N1)S(=O)(=O)NC(=O)C=1C(=NC(=CC1)OC(C)(C)C)OC1=C(C=C(C=C1C)C)C